C(C)(C)(C)OC(=O)N1CC2=CC(=CC=C2CC1)N1C(=NC2=C(C1=O)N(N=C2C(NCC2=NN(C=C2C)C)=O)C2=CC(=CC=C2)Cl)C 7-[1-(3-Chlorophenyl)-3-[(1,4-dimethylpyrazol-3-yl)methylcarbamoyl]-5-methyl-7-oxo-pyrazolo[4,3-d]pyrimidin-6-yl]-3,4-dihydro-1H-isoquinoline-2-carboxylic acid tert-butyl ester